2-(tert-butyldiphenylsilyl)acetic acid [Si](C1=CC=CC=C1)(C1=CC=CC=C1)(C(C)(C)C)CC(=O)O